5-methoxy-1-triisopropylsilyl-pyrrolo[2,3-b]pyridin COC=1C=C2C(=NC1)N(C=C2)[Si](C(C)C)(C(C)C)C(C)C